CC1=CC(=CC(=N1)N1C(C2C(C1C=1N(C=CN1)C=1C=C(C=CC1)C)CCC2)=O)C(F)(F)F 2-(6-methyl-4-(trifluoromethyl)pyridin-2-yl)-3-(1-(m-tolyl)-1H-imidazol-2-yl)hexahydrocyclopenta[c]pyrrol-1(2H)-one